N1(N=CC=C1)C1N=C(OC1)C=1C=C(C=CC1)C 4-(1H-pyrazol-1-yl)-2-(m-tolyl)-4,5-dihydrooxazole